5-(5-methoxypyridin-3-yl)-2-(2-methylpyridin-4-yl)-1H-indole COC=1C=C(C=NC1)C=1C=C2C=C(NC2=CC1)C1=CC(=NC=C1)C